BrC=1C=C2N=CC(N(C2=CC1)C)=O 6-bromo-1-methylquinoxalinone